C1(=CC=CC=C1)NC(=O)C1=NC=CC=C1 N-phenylpyridineamide